C1=CC=CC=2SC3=CC=CC=C3C(C12)O 9H-thioxanthen-9-ol